(2R,3S,4S)-4-hydroxy-2-{[4-(1,3-oxazol-5-yl)phenyl]methyl}pyrrolidin-3-yl N-[(3-fluorophenyl)methyl]carbamate FC=1C=C(C=CC1)CNC(O[C@H]1[C@H](NC[C@@H]1O)CC1=CC=C(C=C1)C1=CN=CO1)=O